5-bromo-1-(4-fluorophenyl)-1H-pyrazolo[3,4-c]pyridine BrC=1C=C2C(=CN1)N(N=C2)C2=CC=C(C=C2)F